1-[2-(aminoxy)ethyl]-2,4-dibromo-5-methyl-benzene O(N)CCC1=C(C=C(C(=C1)C)Br)Br